tert-Butyl 3-sulfamoylazetidine-1-carboxylate S(N)(=O)(=O)C1CN(C1)C(=O)OC(C)(C)C